BrC1=CN=C(S1)[C@@H]1CC[C@H](CC1)NC(OC(C)C)=O isopropyl (trans-4-(5-bromothiazol-2-yl)cyclohexyl)carbamate